octahydropyrrolo[3,4-b]pyrrole TFA salt OC(=O)C(F)(F)F.N1C2C(CC1)CNC2